FC1(CN(CCC1C(=O)NC1=C2C=CN(C2=CC(=C1)C#CCNC1=C(C=C(C=C1)S(=O)(=O)C)OC)CC(F)(F)F)C)F 3,3-difluoro-N-[6-[3-(2-methoxy-4-methylsulfonyl-anilino)prop-1-ynyl]-1-(2,2,2-trifluoroethyl)indol-4-yl]-1-methyl-piperidine-4-carboxamide